(S)-3-Amino-N-(1-(4-((4-aminopiperidin-1-yl)methyl)phenyl)-2-oxo-1,2-dihydropyrimidin-4-yl)piperidine-1-carboxamide hydrochloride salt Cl.N[C@@H]1CN(CCC1)C(=O)NC1=NC(N(C=C1)C1=CC=C(C=C1)CN1CCC(CC1)N)=O